1,4-bis[2-(4-hydroxyphenyl)-2-propyl]benzene OC1=CC=C(C=C1)C(C)(C)C1=CC=C(C=C1)C(C)(C)C1=CC=C(C=C1)O